cyclopropyl-1'-((7-ethyl-6-oxo-5,6-dihydro-1,5-naphthyridin-3-yl)methyl)-3'-methyl-1',2',3',6'-tetrahydro-[3,4'-bipyridin]-6-carboxamide C1(CC1)C1=NC(=CC=C1C=1C(CN(CC1)CC=1C=NC=2C=C(C(NC2C1)=O)CC)C)C(=O)N